zinc 2,4-pentadienoate salt C(C=CC=C)(=O)[O-].[Zn+2].C(C=CC=C)(=O)[O-]